O[C@@]1(CC[C@@H]2[C@H]3CC[C@@]4([C@H]([C@@H](C[C@H]4[C@@H]3CC[C@@H]2C1)C#N)C(CN1N=CC(=C1)C(F)(F)F)=O)C)C (3R,5R,8R,9R,10S,13S,14S,16R,17S)-3-Hydroxy-3,13-dimethyl-17-(2-(4-(trifluoromethyl)-1H-pyrazol-1-yl)acetyl)hexadecahydro-1H-cyclopenta[a]phenanthrene-16-carbonitrile